2-oxo-N-(1H-pyrazolo[4,3-c]pyridin-7-yl)-2-[(2R,5S)-5-methyl-2-[2-[(1S)-1-methyl-2-pyrrolidin-1-yl-ethyl]-1,3-benzothiazol-5-yl]-1-piperidyl]acetamide O=C(C(=O)NC=1C2=C(C=NC1)C=NN2)N2[C@H](CC[C@@H](C2)C)C=2C=CC1=C(N=C(S1)[C@H](CN1CCCC1)C)C2